2-(1-(3-chlorophenyl)-1H-pyrazol-4-yl)-N-(5-(3,3-difluorocyclobutyl)-1H-pyrazol-3-yl)propanamide ClC=1C=C(C=CC1)N1N=CC(=C1)C(C(=O)NC1=NNC(=C1)C1CC(C1)(F)F)C